tert-butyl 2,6-diazaspiro[3.5]nonane-6-carboxylate hemioxalate C(C(=O)O)(=O)O.C1NCC12CN(CCC2)C(=O)OC(C)(C)C.C(C)(C)(C)OC(=O)N2CC1(CNC1)CCC2